2-(4-nitrophenyl)-2-oxoacetyl chloride [N+](=O)([O-])C1=CC=C(C=C1)C(C(=O)Cl)=O